C1(CC1)OC[C@]12CN(C[C@H](CC1)N2C(=O)OC(C)(C)C)C(=O)OCC2=CC=CC=C2 O3-benzyl O8-tert-butyl (1R,5S)-1-(cyclopropoxymethyl)-3,8-diazabicyclo[3.2.1]octane-3,8-dicarboxylate